N[Au] amino-gold